(4-hydroxyphenyl)(3-methyl-4-phenylpiperazin-1-yl)methanone OC1=CC=C(C=C1)C(=O)N1CC(N(CC1)C1=CC=CC=C1)C